Tert-butyl N-[[2-[3-[tert-butyl(dimethyl)silyl]oxypropyl]-4-(4-methylthiazol-5-yl)phenyl] methyl]carbamate [Si](C)(C)(C(C)(C)C)OCCCC1=C(C=CC(=C1)C1=C(N=CS1)C)CNC(OC(C)(C)C)=O